ClC=1C(=NC=CC1)N1N=C(C=C1C(=O)NC=1C(=CC=2N(C1C(=O)NCC1CC1)N=CC2)C)N2CC(C2)(F)F 6-(1-(3-chloropyridin-2-yl)-3-(3,3-difluoroazetidin-1-yl)-1H-pyrazole-5-carboxamido)-N-(cyclopropylmethyl)-5-methylpyrazolo[1,5-a]pyridine-7-carboxamide